4-(4-acryloyl-2-methylpiperazin-1-yl)-6-cyclopropyl-7-(2,5-difluorophenyl)-1-(2-isopropyl-4-methylpyridin-3-yl)pyrido[2,3-d]pyrimidin-2(1H)-one C(C=C)(=O)N1CC(N(CC1)C=1C2=C(N(C(N1)=O)C=1C(=NC=CC1C)C(C)C)N=C(C(=C2)C2CC2)C2=C(C=CC(=C2)F)F)C